C(O)C(C(=O)O)(C)CO 2,2-dimethylol-propionic acid